Folic acid choline OCC[N+](C)(C)C.C(CC[C@@H](C(=O)O)NC(=O)C1=CC=C(NCC2=CN=C3N=C(N)NC(=O)C3=N2)C=C1)(=O)O